C(C)(C)(C)OC(=O)N1CCCC2=CC=C(N=C12)CCCCNCC(F)F 7-(4-((2,2-difluoroethyl)amino)butyl)-3,4-dihydro-1,8-naphthyridine-1(2H)-carboxylic acid tert-butyl ester